2-(9h-carbazol-9-yl)-6-chloro-9,9-dimethyl-10-phenyl-9,10-dihydroacridine C1=CC=CC=2C3=CC=CC=C3N(C12)C1=CC=2C(C3=CC=C(C=C3N(C2C=C1)C1=CC=CC=C1)Cl)(C)C